Cl(=O)(=O)(=O)O.O water perchlorate